1,2-bis(diacetoxymethoxy)ethane C(C)(=O)OC(OCCOC(OC(C)=O)OC(C)=O)OC(C)=O